4-ethyl-N-isopropylpiperidine-4-carboxamide C(C)C1(CCNCC1)C(=O)NC(C)C